C1=NC=CC2=CC(=CC=C12)[C@@H]1[C@H](C1)C=1C=2N(N=C(C1)C=1C(NC(NC1)=O)=O)C=CN2 5-(8-((1S,2S)-2-(isoquinolin-6-yl)cyclopropyl)imidazo[1,2-b]pyridazin-6-yl)pyrimidine-2,4(1H,3H)-dione